(R)-4-(2-(hydroxymethyl)pyrrolidin-1-yl)-1-(o-tolyl)-7-(trifluoromethyl)pyrido-[2,3-d]pyrimidin-2(1H)-one OC[C@@H]1N(CCC1)C=1C2=C(N(C(N1)=O)C1=C(C=CC=C1)C)N=C(C=C2)C(F)(F)F